(3R,6S)-butyl 6-(4-aminobutyl)-3-(cyclohexylmethyl)-8-isopentyl-4,7-dioxohexahydropyrazino[2,1-c][1,2,4]oxadiazine-1(6H)-carboxylate NCCCC[C@H]1C(N(CC2N(O[C@@H](C(N21)=O)CC2CCCCC2)C(=O)OCCCC)CCC(C)C)=O